CN(CC(C)C=1SC2=C(N1)C=C(C=C2)B2OC(C(O2)(C)C)(C)C)C N,N-dimethyl-2-[5-(4,4,5,5-tetramethyl-1,3,2-dioxaborolan-2-yl)-1,3-benzothiazol-2-yl]propan-1-amine